FC=1C(=C(C(=C(C1)[B-](C1=C(C(=C(C(=C1)F)F)F)F)(C1=C(C(=C(C(=C1)F)F)F)F)C1=C(C(=C(C(=C1)F)F)F)F)F)F)F tetrakis(tetrafluorophenyl)borate